NC1=NC=CC=C1C1=NC=2C(=NC(=CC2)C(F)(F)F)N1C1=CC=C(C=C1)CO (4-(2-(2-aminopyridin-3-yl)-5-(trifluoromethyl)-3H-imidazo[4,5-b]pyridin-3-yl)phenyl)methanol